dimethyl-4H-1,3-dioxin-4-one CC=1C(OC(OC1)C)=O